bis(2-butyloctyl) 10-(N-(3-(dimethylamino)propyl)nonanamido)nonadecanedioate CN(CCCN(C(CCCCCCCC)=O)C(CCCCCCCCC(=O)OCC(CCCCCC)CCCC)CCCCCCCCC(=O)OCC(CCCCCC)CCCC)C